2-3-cyanophenyl-methyl-carbazol-8-carboxylic acid C(#N)C=1C=C(C=CC1)C1=C(C=2NC3=C(C=CC=C3C2C=C1)C(=O)O)C